N-(4-chloro-1-(tetrahydro-2H-pyran-2-yl)-1H-indazol-5-yl)-2-(3-nitrobenzoyl)carbamoyl-hydrazine tert-Butyl-N-[(1R)-1-(3-bromophenyl)ethyl]carbamate Di-tert-butyl-dicarbonate C(C)(C)(C)OC(=O)OC(=O)OC(C)(C)C.C(C)(C)(C)OC(N[C@H](C)C1=CC(=CC=C1)Br)=O.ClC1=C2C=NN(C2=CC=C1NNC(NC(C1=CC(=CC=C1)[N+](=O)[O-])=O)=O)C1OCCCC1